C(C)(C)(C)OC(=O)N1C(CCCC1)C(=O)N1[C@@H](CC1)C(NCC1=C(C=CC(=C1)Cl)N1N=NN=C1)=O 2-((S)-2-((5-chloro-2-(1H-tetrazol-1-yl)benzyl)carbamoyl)azetidine-1-carbonyl)piperidine-1-carboxylic acid tert-butyl ester